6-(2-Chloro-pyridin-4-yl)-8-[(4-fluoro-piperidin-4-ylmethyl)-amino]-3-methyl-imidazo[1,2-a]pyrazine-2-carboxylic acid (2-methoxy-ethyl)-amide COCCNC(=O)C=1N=C2N(C=C(N=C2NCC2(CCNCC2)F)C2=CC(=NC=C2)Cl)C1C